N-(5-((6-((R)-3-(2,5-difluorophenyl)isoxazolidine-2-yl)pyrimidine-4-yl)amino)-4-methoxy-2-(4-methylpiperazine-1-yl)phenyl)acrylamide FC1=C(C=C(C=C1)F)[C@@H]1N(OCC1)C1=CC(=NC=N1)NC=1C(=CC(=C(C1)NC(C=C)=O)N1CCN(CC1)C)OC